C1(C=CC(N1CCCCCC(=O)C(CO)O)=O)=O Maleimidohexanoyl-ethylene glycol